N=1C=NN2C1C=CC(=C2)C2=CSC=1C2=NC(=CC1)Cl 3-([1,2,4]triazolo[1,5-a]pyridin-6-yl)-5-chlorothieno[3,2-b]pyridine